C(#N)C1=NN(C=C1NC(=O)C1C(CCCC1)C(C1=CC=C(C=C1)C1=CC(=NN1)C)=O)C N-(3-Cyano-1-methyl-1H-pyrazol-4-yl)-2-[4-(3-methyl-1H-pyrazol-5-yl)benzoyl]cyclohexanecarboxamide